N6-Benzoyl-9-[2-deoxy-2-(2-nitrobenzyloxymethyl)thio-β-D-arabinofuranosyl]adenine C(C1=CC=CC=C1)(=O)NC1=C2N=CN(C2=NC=N1)[C@H]1[C@H]([C@H](O)[C@H](O1)CO)SCOCC1=C(C=CC=C1)[N+](=O)[O-]